n-Dodecanthiol C(CCCCCCCCCCC)S